6-((5S)-5-(((1-((7-fluoro-1-methyl-2-oxo-1,2-dihydroquinolin-8-yl)oxy)propan-2-yl)amino)methyl)-2-oxooxazolidin-3-yl)-2H-pyrazino[2,3-b][1,4]oxazin-3(4H)-one FC1=CC=C2C=CC(N(C2=C1OCC(C)NC[C@H]1CN(C(O1)=O)C1=NC2=C(OCC(N2)=O)N=C1)C)=O